7-t-butoxy-2,5-norbornadiene C(C)(C)(C)OC1C2C=CC1C=C2